FC=1C=C(NC2=NC=C(C(=N2)N[C@H](CO)C2=CC=CC=C2)C(=O)NC)C=CC1S(=O)(=O)C 2-(3-fluoro-4-methylsulfonyl-anilino)-4-[[(1S)-2-hydroxy-1-phenyl-ethyl]amino]-N-methyl-pyrimidine-5-carboxamide